CC1=NC(=NC=C1O)C=1C=NN(C1COC1OCCCC1)C 4-methyl-2-(1-methyl-5-(((tetrahydro-2H-pyran-2-yl)oxy)methyl)-1H-pyrazol-4-yl)pyrimidin-5-ol